2-((4-methyl-4H-1,2,4-triazol-3-yl)thio)-1-(4-(5-(trifluoromethyl)-1,2,4-oxadiazol-3-yl)phenyl)ethan-1-one CN1C(=NN=C1)SCC(=O)C1=CC=C(C=C1)C1=NOC(=N1)C(F)(F)F